C1COCCC12CCN(CC2)CC2=CC(=C(CNC1=C3C(N(C(C3=CC=C1)=O)C1C(NC(CC1)=O)=O)=O)C=C2)F 4-(4-(3-oxa-9-azaspiro[5.5]undecan-9-ylmethyl)-2-fluorobenzylamino)-2-(2,6-dioxopiperidin-3-yl)isoindoline-1,3-dione